CC(=O)C1=CC(=C(C=C1O)OC)OS(=O)(=O)O 2-Hydroxy-4-methoxyacetophenone 5-sulfate